P1(=O)(OC(C(C2=CC=CC=C2)O1)(C1=CC=CC=C1)C1=CC=CC=C1)OC1=CC=CC=C1 triphenyl-ethylene phenyl phosphate